anetholtrithiol C=1(C(=C(C(C(=CC)S)=CC1)S)S)OC